C(CC[NH3+])CC(C(=O)[O-])[NH3+] The molecule is an alpha-amino-acid cation that is the conjugate acid of lysine, having two cationic amino groups and an anionic carboxy group. It is a conjugate base of a lysinium(2+). It is a conjugate acid of a lysine.